ClC=1N=CC(=NC1)C=1N=NN2C1COCC2 3-(5-chloropyrazin-2-yl)-6,7-dihydro-4H-[1,2,3]triazolo[5,1-c][1,4]oxazine